FC1=C(N=NN1[C@H](CF)C)[C@H](C=1C(=NC(=CC1)F)C)NC=1C=C2C(=C(C=NC2=C(C1)C#N)C#N)NCC(C)(C)C 6-(((S)-(5-fluoro-1-((S)-1-fluoropropan-2-yl)-1H-1,2,3-triazol-4-yl)(6-fluoro-2-methylpyridin-3-yl)methyl)amino)-4-(neopentylamino)quinoline-3,8-dicarbonitrile